(4-(1-methyl-1H-indol-3-yl)pyrimidin-2-yl)-1H-indazole-5,7-diamine CN1C=C(C2=CC=CC=C12)C1=NC(=NC=C1)N1N=CC2=CC(=CC(=C12)N)N